(5-(3,5-difluorophenyl)-4,5-dihydro-1H-pyrazol-1-yl)(1-(4-(2-fluoro-5-(2-hydroxyethoxy)phenyl)pyridin-2-yl)piperidin-4-yl)methanone FC=1C=C(C=C(C1)F)C1CC=NN1C(=O)C1CCN(CC1)C1=NC=CC(=C1)C1=C(C=CC(=C1)OCCO)F